1-[3-[4-[[4-(2-methoxyethyl)piperazin-1-yl]menthyl]phenyl]-4-oxo-1H-indeno[1,2-c]pyrazol-5-yl]-3-morpholin-4-ylurea COCCN1CCN(CC1)C1(CC(C(CC1)C(C)C)C1=CC=C(C=C1)C=1C2=C(NN1)C1=CC=CC(=C1C2=O)NC(=O)NN2CCOCC2)C